trans-3-benzoyl-acrylic acid C(C1=CC=CC=C1)(=O)/C=C/C(=O)O